2-[2-(2,6-dioxo-3-piperidyl)-1-oxo-isoindolin-4-yl]oxyacetic acid O=C1NC(CCC1N1C(C2=CC=CC(=C2C1)OCC(=O)O)=O)=O